CC1(CC(CO1)OC1=C(C=C(C=C1)NC(=O)C=1N=C(OC1CC(F)(F)F)N1CCCC1)F)C N-{4-[(5,5-dimethyloxolan-3-yl)oxy]-3-fluorophenyl}-2-(pyrrolidin-1-yl)-5-(2,2,2-trifluoroethyl)oxazole-4-carboxamide